[4-[[4-[6-[[5-fluoro-4-[(4R)-4-methyl-5,6,7,8-tetrahydro-4H-pyrazolo[1,5-a]azepin-3-yl]pyrimidin-2-yl]amino]-3-pyridyl]-1-piperidyl]methyl]phenyl]methanol FC=1C(=NC(=NC1)NC1=CC=C(C=N1)C1CCN(CC1)CC1=CC=C(C=C1)CO)C=1C=NN2C1[C@@H](CCCC2)C